2-(trimethylsilyl)trisilane C[Si]([SiH]([SiH3])[SiH3])(C)C